2-amino-4-[6-chloro-2-[[(2S,4S)-1,4-dimethylpyrrolidin-2-yl]methoxy]-8-fluoro-quinazolin-7-yl]-7-fluoro-benzothiophene-3-carbonitrile NC=1SC2=C(C1C#N)C(=CC=C2F)C2=C(C=C1C=NC(=NC1=C2F)OC[C@H]2N(C[C@H](C2)C)C)Cl